methyl (5S,8S,10aR)-5-[(tert-butoxycarbonyl)amino]-6-oxo-octahydro-1H-pyrrolo[1,2-a][1,5]diazocine-8-carboxylate C(C)(C)(C)OC(=O)N[C@H]1CNCC[C@@H]2N(C1=O)[C@@H](CC2)C(=O)OC